COCC1NCC1 2-(methoxymethyl)azetidine